(4-ethynyl-5-(trifluoromethyl)-1H-pyrazol-1-yl)-1-methoxyisoquinoline C(#C)C=1C=NN(C1C(F)(F)F)C=1N=C(C2=CC=CC=C2C1)OC